8-Cyclopentyl-6-hydroxymethyl-2-(5-piperazin-1-yl-pyridin-2-ylamino)-8H-pyrido[2,3-d]pyrimidin-7-one hydrochloride Cl.C1(CCCC1)N1C(C(=CC2=C1N=C(N=C2)NC2=NC=C(C=C2)N2CCNCC2)CO)=O